C(C(=C)C)(=O)OCCCC[Si](OCC)(OCC)OCC 4-(methacryloxy)butyl-triethoxysilane